FC1=C(C(=CC=C1\C=C\C1=CC(=CC=C1)F)O)N1CC(NS1(=O)=O)=O (E)-5-(2-fluoro-3-(3-fluorostyryl)-6-hydroxyphenyl)-1,2,5-thiadiazolidin-3-one dioxide